C(CCC)[Pd](Cl)Cl butylpalladium dichloride